(methylamino)pyrimidin CNC1=NC=CC=N1